C1(=CC=CC=C1)C1=CC=C(C(=O)O[C@@H]([C@H]2OC([C@@H]([C@@H]2OC(C)=O)OC(C)=O)OC(C)=O)C2=CC=C(C=C2)Cl)C=C1 [(R)-(4-chlorophenyl)-[(2R,3R,4R)-3,4,5-triacetoxytetrahydrofuran-2-yl]methyl] 4-phenylbenzoate